(6-Methylnon-3-ene-1,9-diyl)dibenzene CC(CC=CCCC1=CC=CC=C1)CCCC1=CC=CC=C1